6,7-dimethoxy-4-[(3R)-3-quinoxalin-2-yloxypyrrolidin-1-yl]quinazoline COC=1C=C2C(=NC=NC2=CC1OC)N1C[C@@H](CC1)OC1=NC2=CC=CC=C2N=C1